N1N=C(C2=CC=CC=C12)C(=O)NC(C(=O)O)CCN(CCCCC1=NC=2NCCCC2C=C1)CCOC(C)C 2-(1H-indazole-3-carbonylamino)-4-[2-isopropoxyethyl-[4-(5,6,7,8-tetrahydro-1,8-naphthyridin-2-yl)butyl]amino]butanoic acid